NC1=NC(=NC=C1)N1C[C@@]([C@](CC1)(O)C)(C)F |r| rac-cis-1-(4-aminopyrimidin-2-yl)-3-fluoro-3,4-dimethylpiperidin-4-ol